(4Z)-2-[[(1S)-1-(Fluoromethyl)-3-methyl-butyl]amino]-4-[(1-methylindazol-5-yl)methylene]-1H-imidazol-5-one FC[C@H](CC(C)C)NC=1NC(/C(/N1)=C/C=1C=C2C=NN(C2=CC1)C)=O